CN1CCN(CC1)[C@H](C)C1CCN(CC1)C (R)-1-methyl-4-(1-(1-methylpiperidin-4-yl)ethyl)piperazine